N,N-dimethyl-5-(4-(1-(2-methyl-5-(4-methylpiperazin-1-yl)benzamido)cyclopropyl)naphthalen-2-yl)-1H-pyrrole-3-carboxamide CN(C(=O)C1=CNC(=C1)C1=CC2=CC=CC=C2C(=C1)C1(CC1)NC(C1=C(C=CC(=C1)N1CCN(CC1)C)C)=O)C